FC=1C=C(C=C(C1O)F)[C@H](CN1C[C@H]2[C@@H](C1)CC(C2)OC2=C(C=CC=C2)F)O (3as,5s,6ar)-2-((R)-2-(3,5-difluoro-4-hydroxyphenyl)-2-hydroxyethyl)-5-(2-fluorophenoxy)hexahydrocyclopenta[c]pyrrol